C(C=C)OOCC(C)(C1=CC=CC=C1)O allyl-peroxycumyl alcohol